NC1CCN(CC1)C1=CC(=C(C=C1)NC1=NC=C(C(=N1)C1=CNC2=CC=CC=C12)Cl)OC N-[4-(4-Amino-1-piperidinyl)-2-methoxyphenyl]-5-chloro-4-(1H-indol-3-yl)-2-pyrimidinamine